(2S)-N-(4-(2-(3,6-diazabicyclo[3.1.1]heptan-6-yl)pyrimidin-5-yl)-5-methoxyoxazol-2-yl)-2-(1,3-dimethyl-2,4-dioxo-1,2,3,4-tetrahydro-5H-pyrrolo[3,2-D]pyrimidin-5-yl)-propionamide C12CNCC(N1C1=NC=C(C=N1)C=1N=C(OC1OC)NC([C@H](C)N1C=CC=3N(C(N(C(C31)=O)C)=O)C)=O)C2